5,7-di-t-butyl-3-(3,4-dimethylphenyl)3H-benzofuran-2-one (9Z,12Z)-3-(((3-(dimethylamino)propoxy)carbonyl)oxy)pentadecyloctadeca-9,12-dienoate CN(CCCOC(=O)OC(CCOC(CCCCCCC\C=C/C\C=C/CCCCC)=O)CCCCCCCCCCCC)C.C(C)(C)(C)C=1C=C(C2=C(C(C(O2)=O)C2=CC(=C(C=C2)C)C)C1)C(C)(C)C